N[C@@H]([C@@H](C(=O)N[C@H](C(=O)NCCCCCCCCCCOC1=C(C=C2C(=NC(=NC2=C1)C)N[C@H](C)C1=CC(=CC=C1)Br)OC)CC(C)C)O)CC1=CC=CC=C1 (S)-2-((2S,3R)-3-amino-2-hydroxy-4-phenylbutanamido)-N-(10-((4-(((R)-1-(3-bromophenyl)ethyl)amino)-6-methoxy-2-methylquinazolin-7-yl)oxy)decyl)-4-methyl-pentanamide